3,4-diaminobenzoic acid NC=1C=C(C(=O)O)C=CC1N